FC(C1=NN(C=C1N1CC=CC=C1C1=NNC=C1)C1CN(C1)CCCC#CC1=CC=CC=2N(C(N(C21)C)=O)C2C(NC(CC2)=O)=O)F N-(3-(difluoromethyl)-1-(1-(5-(1-(2,6-dioxopiperidin-3-yl)-3-methyl-2-oxo-2,3-dihydro-1H-benzo[d]imidazol-4-yl)pent-4-ynyl)azetidin-3-yl)-1H-pyrazol-4-yl)-6-(1H-pyrazol-3-yl)pyridine